methyl 2-(5-fluoro-7-methylbenzo[d]isoxazol-3-yl)acetate FC=1C=C(C2=C(C(=NO2)CC(=O)OC)C1)C